3,7-dimethyl-1,10-decanediamine CC(CCN)CCCC(CCCN)C